cyclohexane-1,2-diyldimethanamine C1(C(CCCC1)CN)CN